N-((3R,4S)-4-((6-(2,6-dichloro-3,5-dimethoxyphenyl)-8-phenylpyrido[3,4-d]pyrimidin-2-yl)amino)tetrahydrofuran-3-yl)acrylamide ClC1=C(C(=C(C=C1OC)OC)Cl)C1=CC2=C(N=C(N=C2)N[C@H]2[C@H](COC2)NC(C=C)=O)C(=N1)C1=CC=CC=C1